NC[C@@H](CCC(=O)O)N1C(N(C=2C(=NC=CC21)N)C2=CC=C(C=C2)OC2=CC=CC=C2)=O (4R)-5-amino-4-[4-amino-2-oxo-3-(4-phenoxyphenyl)imidazo[4,5-c]Pyridin-1-yl]Valeric acid